titanium-molybdenum-tungsten [W].[Mo].[Ti]